((2R,4S)-2-((tert-Butyldimethylsilyl)oxy)-4-hydroxy-4-(2-isopropylphenyl)butyl)carbamic acid tert-butyl ester C(C)(C)(C)OC(NC[C@@H](C[C@@H](C1=C(C=CC=C1)C(C)C)O)O[Si](C)(C)C(C)(C)C)=O